C(CCC)O[Al](CC(C)C)CC(C)C butoxybis(2-methylpropyl)aluminum